BrCCCCCCC(C(=O)O)(C(=O)O)F 2-(6-bromohexyl)-2-fluoromalonic acid